NC1=C2C(=NC=N1)N(N=C2C2=CC=C(C=C2)CNC(C2=C(C=CC(=C2)F)F)=O)C2CCCC2 N-[[4-(4-amino-1-cyclopentyl-pyrazolo[3,4-D]pyrimidin-3-yl)phenyl]methyl]-2,5-difluoro-benzamide